(7-(2-(4-(6-fluorobenzo[b]thiophen-4-yl)piperazin-1-yl)ethyl)-2-oxoquinolin-1(2H)-yl)methyl oleate C(CCCCCCC\C=C/CCCCCCCC)(=O)OCN1C(C=CC2=CC=C(C=C12)CCN1CCN(CC1)C1=CC(=CC=2SC=CC21)F)=O